BrC1=CN=C2N1C=C(C=C2C)C(=O)NC2=CC=CC=1CCOC12 3-bromo-N-(2,3-dihydrobenzofuran-7-yl)-8-methyl-imidazo[1,2-a]pyridine-6-carboxamide